1-(2-methylallyl)-6-(2-(2-(trifluoromethyl)pyridin-4-yl)-2,6-diazaspiro[3.4]octan-6-yl)-1H-pyrazolo[3,4-b]pyrazine CC(CN1N=CC=2C1=NC(=CN2)N2CC1(CN(C1)C1=CC(=NC=C1)C(F)(F)F)CC2)=C